S(=O)(=O)(C1=CC=C(C)C=C1)N[C@@H](C)C(=O)OCCN(C)C(=O)OC(C)(C)C 2-((tert-butoxycarbonyl)(methyl)amino)ethyl tosyl-L-alaninate